3-((6-bromo-2-(2,5-dimethyl-1-(3-(morpholine-4-carbonyl)phenyl)-1H-pyrrol-3-yl)-3H-imidazo[4,5-b]pyridin-7-yl)amino)benzenesulfonamide BrC=1C(=C2C(=NC1)NC(=N2)C2=C(N(C(=C2)C)C2=CC(=CC=C2)C(=O)N2CCOCC2)C)NC=2C=C(C=CC2)S(=O)(=O)N